2-((6-(4-cyclopropylpiperazin-1-yl)-2-ethyl-1-oxo-1,2-dihydroisoquinolin-4-yl)(methyl)amino)-4-(4-fluorophenyl)thiazole-5-carbonitrile C1(CC1)N1CCN(CC1)C=1C=C2C(=CN(C(C2=CC1)=O)CC)N(C=1SC(=C(N1)C1=CC=C(C=C1)F)C#N)C